dimethyl-acryloyl-sodium CC(=CC(=O)[Na])C